(S)-2-(((S)-2-((S)-4-(difluoromethyl)-2-carbonyloxazolidin-3-yl)-5-methyl-5,6-dihydrobenzo[f]imidazo[1,2-d][1,4]oxazepin-9-yl)amino)propionamide FC([C@H]1N(C(OC1)=C=O)C=1N=C2N([C@H](COC3=C2C=CC(=C3)N[C@H](C(=O)N)C)C)C1)F